CN1C=NC(=C1)C(=O)N1CCC(CC1)C(=O)N1N=CCC1C1=CC=CC=C1 (1-methyl-1H-imidazol-4-yl)(4-(5-phenyl-4,5-dihydro-1H-pyrazole-1-carbonyl)piperidin-1-yl)methanone